4,6-bis(2,4,6-triisopropylphenyl)-1,3-bis(dicyclohexylphosphino)-benzene C(C)(C)C1=C(C(=CC(=C1)C(C)C)C(C)C)C1=C(C=C(C(=C1)C1=C(C=C(C=C1C(C)C)C(C)C)C(C)C)P(C1CCCCC1)C1CCCCC1)P(C1CCCCC1)C1CCCCC1